FC=1C=C(C=CC1OC1=CC=NC2=CC=C(N=C12)OC)NC(=O)C1=C(N=CN(C1=O)C1=CC=C(C=C1)F)C N-[3-fluoro-4-[(6-methoxy-1,5-naphthyridin-4-yl)oxy]phenyl]-1-(4-fluorophenyl)-4-methyl-6-oxopyrimidine-5-carboxamide